phosphoribose phosphate P(=O)(O)(O)O.P(=O)(O)(O)O[C@@H](C=O)[C@H](O)[C@H](O)CO